(4-cyclopentylpiperazin-1-yl)(7-((4-(ethylamino)-3-(trifluoromethyl)-1H-pyrrolo[2,3-b]pyridin-6-yl)amino)-2,3-dihydrobenzo-furan-4-yl)methanone C1(CCCC1)N1CCN(CC1)C(=O)C1=CC=C(C2=C1CCO2)NC2=CC(=C1C(=N2)NC=C1C(F)(F)F)NCC